C(#N)CC1=NC2=C(N1C(=O)OC(C)(C)C)C=CC=C2 tert-butyl 2-(cyanomethyl)-1H-1,3-benzodiazole-1-carboxylate